FC1=C(C=CC=C1)C1=CC=C(C=C1)CCCC(=O)NC=1C=NC(=CC1)C 4-(2'-fluoro-[1,1'-biphenyl]-4-yl)-N-(6-methylpyridin-3-yl)butanamide